(R)-2-(3-methylmorpholino)-7-(1H-pyrazol-5-yl)imidazo[1,5-b]pyridazin-4-ol C[C@@H]1COCCN1C=1C=C(C=2N(N1)C(=NC2)C2=CC=NN2)O